2-((6,7-Dichloro-2-(2-(4-methylmorpholin-3-yl)acetyl)-10-(1H-pyrazol-4-yl)-1,2,3,4-tetrahydropyrazino[1,2-a]indol-9-yl)oxy)acetonitrile ClC1=C(C=C(C=2C(=C3N(C12)CCN(C3)C(CC3N(CCOC3)C)=O)C=3C=NNC3)OCC#N)Cl